N[C@@H](C(=O)OCC1CC1)CNC(=O)C1=CC2=NC=CC(=C2S1)C cyclopropylmethyl (R)-2-amino-3-(7-methylthieno[3,2-b]pyridine-2-carboxamido)propanoate